OC=1C=CC2=C(OC(C3=C2C=C(C(=C3)OC)OC)=O)C1 3-Hydroxy-8,9-dimethoxy-6H-dibenzo[b,d]pyran-6-one